[Si](C)(C)(C(C)(C)C)OCCN1CC(=NC=C1)C(C)C 4-(2-((tert-butyldimethylsilyl)oxy)ethyl)-2-isopropylpyrazine